NCCS(=O)(=O)OC(CCCCCCCCCCCCCCCCC)=O.[K] potassium stearoyl taurate